N-(4-((R)-3-((R)-3-(3-chlorophenyl)-2,2-dimethylpyrrolidin-1-yl)-2-hydroxypropoxy)phenyl)-N-methylmethanesulfonamide ClC=1C=C(C=CC1)[C@@H]1C(N(CC1)C[C@H](COC1=CC=C(C=C1)N(S(=O)(=O)C)C)O)(C)C